FC1=C(C(=CC(=C1)CNC1=NOC=C1)O)N1CC(NS1(=O)=O)=O 5-(2-fluoro-6-hydroxy-4-((isoxazol-3-ylamino)methyl)phenyl)-1,2,5-thiadiazolidin-3-one 1,1-dioxide